FC(F)C=1SC=CN1 (difluoromethyl)-1,3-thiazol